C[C@H]1N(CCOC1)C1=CC(=C2C(=N1)C(=NS2)C2=CC(=NN2)C)N2N=CN=C2C (R)-3-methyl-4-(7-(5-methyl-1H-1,2,4-triazol-1-yl)-3-(3-methyl-1H-pyrazol-5-yl)isothiazolo[4,5-b]pyridin-5-yl)morpholine